C1(=CC=C(C=C1)C(C)NS(=O)(=O)C1=CC=C(C=C1)C=1C(=NOC1C)C1=CC=CC=C1)C1=CC=CC=C1 N-(1-([1,1'-biphenyl]-4-yl)ethyl)-4-(5-methyl-3-phenylisoxazol-4-yl)benzenesulfonamide